3-(2,6-Dioxopiperidin-3-yl)phenyl 9-((2-(1-((R)-4-((1-(hydroxymethyl)-cyclobutyl)amino)-5-oxido-6,7-dihydrothieno[3,2-d]pyrimidin-2-yl)piperidin-4-yl)pyrimidin-5-yl)amino)nonanoate OCC1(CCC1)NC=1C2=C(N=C(N1)N1CCC(CC1)C1=NC=C(C=N1)NCCCCCCCCC(=O)OC1=CC(=CC=C1)C1C(NC(CC1)=O)=O)CC[S@]2=O